C(CCCC)C1=C(C=CC=C1)OC(NC1CC(CC(C1)(C)C)(C)CNC(=O)OC1=C(C=CC=C1)CCCCC)=O 3-((pentylphenoxy)carbonylamino-methyl)-3,5,5-trimethylcyclohexyl-carbamic acid (pentylphenyl) ester